(S)-2-amino-3-(3-fluoro-4-((3-methyl-1H-pyrrolo[2,3-b]pyridin-4-yl)oxy)phenyl)-1-(4-hydroxy-4-(hydroxymethyl)piperidin-1-yl)propan-1-one N[C@H](C(=O)N1CCC(CC1)(CO)O)CC1=CC(=C(C=C1)OC1=C2C(=NC=C1)NC=C2C)F